(1R)-(-)-10-camphorsulfonic acid ammonium salt CC1([C@H]2CC[C@@]1(C(=O)C2)CS(=O)(=O)O)C.N